C12C(CC(C(C1)CN=C=O)C2)CN=C=O bicyclo[2.2.1]heptane-2,5-diylbis-methylene diisocyanate